C1(=CC=CC=C1)C(N1N=C2C(C(NCC2)=O)=C1)(C1=CC=CC=C1)C1=CC=CC=C1 2-(triphenylmethyl)-2,5,6,7-tetrahydro-4H-pyrazolo[4,3-c]pyridin-4-one